N1(N=CN=C1)C=1C=C(OC2CCN(CC2)C(=O)N2C[C@@H]3[C@@H](OCC(N3)=O)CC2)C=C(C1)C(F)(F)F (4aR,8aS)-6-[4-[3-(1,2,4-Triazol-1-yl)-5-(trifluoromethyl)phenoxy]piperidine-1-carbonyl]-4,4a,5,7,8,8a-hexahydropyrido[4,3-b][1,4]oxazin-3-one